C(CCC)NP1C(CCC1C1=CC=CC=C1)C1=CC=CC=C1 (rac)-N-butyl-2,5-diphenylphospholan-1-amine